3-hydroxy-2-ethylbutyrate OC(C(C(=O)[O-])CC)C